[Br-].[Br-].[Br-].[Br-].OC1=CC=C(C=C1)C(C)(C)C1=CC=C(C=C1)O bisphenol a tetrabromide